4-(2-fluoro-6-hydroxypyridin-4-yl)cyclohexan-1-one FC1=NC(=CC(=C1)C1CCC(CC1)=O)O